BrC=1C=C2N(N=CC(=C2N[C@@H]2C[C@H](CCC2)NC(OCC2=CC=CC=C2)=O)/C(/N)=N/C2=C(C=C(C=C2)O[Si](C)(C)C(C)(C)C)Cl)C1 benzyl N-[trans-3-[[6-bromo-3-[(Z)-N'-[4-[tert-butyl(dimethyl)silyl]oxy-2-chloro-phenyl]carbamimidoyl]pyrrolo[1,2-b]pyridazin-4-yl]amino]cyclohexyl]carbamate